3-(4-vinylphenyl)cyclobutan-1-one C(=C)C1=CC=C(C=C1)C1CC(C1)=O